2-methyl-2-[5-methyl-6-(1,3-oxazol-2-yl)-2,4-dioxo-1-[(2S)-2-phenyl-2-(propan-2-yloxy)ethyl]-1H,2H-3H,4H-thieno[2,3-d]pyrimidin-3-yl]propanoic acid CC(C(=O)O)(C)N1C(N(C2=C(C1=O)C(=C(S2)C=2OC=CN2)C)C[C@@H](OC(C)C)C2=CC=CC=C2)=O